OC1=C(C=C(C=C1)CC)C=C(C)N1N=C2C(=N1)C=CC=C2 2-(2-hydroxy-5-ethylphenyl-isopropenyl)-2H-benzotriazole